tert-butyl (1R,5S,6s)-6-((1-(bicyclo[1.1.1]pentan-1-yl)-5-(methoxycarbonyl)-2-oxo-1,2-dihydropyridin-4-yl)amino)-3-azabicyclo[3.1.0]hexane-3-carboxylate C12(CC(C1)C2)N2C(C=C(C(=C2)C(=O)OC)NC2[C@@H]1CN(C[C@H]21)C(=O)OC(C)(C)C)=O